3-bromo-6-cyclopropylimidazo[1,2-a]pyridine BrC1=CN=C2N1C=C(C=C2)C2CC2